4-sec-butyl-2-(alpha-methylbenzyl)phenol C(C)(CC)C1=CC(=C(C=C1)O)C(C1=CC=CC=C1)C